N1OCCN2C1=CN=CC2 tetrahydropyrazino[2,1-c][1,2,4]oxadiazine